C(C1=CC=CC=C1)OCC1=C(C=CC(=C1)Cl)[N+](=O)[O-] 2-((benzyloxy)methyl)-4-chloro-1-nitrobenzene